COC(=O)N(N(C)C(C1=C(C(=CC(=C1)Br)Br)NC(=O)C=1N(N=C(C1)Br)C1=NC=CC=C1Cl)=O)C (3,5-dibromo-2-{[5-bromo-2-(3-chloro-pyridin-2-yl)-2H-pyrazole-3-carbonyl]-amino}-benzoyl)-N,N'-dimethyl-hydrazinecarboxylic acid methyl ester